ClC1=C(C=CC(=C1I)F)N(S(=O)(=O)C(C)CC)COCC[Si](C)(C)C N-(2-chloro-4-fluoro-3-iodophenyl)-N-((2-(trimethylsilyl)ethoxy)methyl)butane-2-sulfonamide